OC(C(=O)C1=CC=CC2=CC=CC=C12)C1=CC=CC2=CC=CC=C12 2-hydroxy-1,2-di(naphthalen-1-yl)ethan-1-one